C1(CC(C(CC1)C(C)C)O)(C)N menthol-amine